diethylnaphthylmethyl-ammonium ethyl-methacrylate bromide [Br-].C(C)OC(C(=C)C)=O.C(C)[NH+](CC1=CC=CC2=CC=CC=C12)CC